C1NCC12CCN(CC2)C=2C=C(C=CC2C(F)(F)F)C2=NNC(O2)=O 5-[3-(2,7-Diazaspiro[3.5]nonan-7-yl)-4-(trifluoromethyl)phenyl]-1,3,4-oxadiazol-2(3H)-one